Potassium phosphate-Thian S1CCCCC1.P(=O)([O-])([O-])[O-].[K+].[K+].[K+]